O=C1OCCN1P(=O)(N1C(OCC1)=O)Cl bis-(2-oxo-3-oxazolidinyl)phosphoryl chloride